C(C)(C)(C)CC(C(=O)OO)(C)C.C(C(C)(C)C)(=O)OOC(C)(C)C tert-butyl peroxypivalate (tert-butyl)peroxy-pivalate